tripentyl aconitate C(C=C(C(=O)OCCCCC)CC(=O)OCCCCC)(=O)OCCCCC